S1C(=CC=C1)CN 2-thienylmethyl-amine